NC1CCC(CC1)NC1=NC2=C(C=C(C=C2C=N1)C=1C=CC(=NC1OC)NS(=O)(=O)C1=C(C=CC=C1)Cl)C N-(5-(2-(((1r,4r)-4-aminocyclohexyl)amino)-8-methylquinazolin-6-yl)-6-methoxypyridin-2-yl)-2-chlorobenzenesulfonamide